2-[(1R)-2-[2-[4-[5-[tert-butyl(dimethyl)silyl]oxy-1-tetrahydropyran-2-yl-indazol-3-yl]pyrazol-1-yl]ethoxy]-1-methyl-ethoxy]ethylmethanesulfonate [Si](C)(C)(C(C)(C)C)OC=1C=C2C(=NN(C2=CC1)C1OCCCC1)C=1C=NN(C1)CCOC[C@H](OCCCS(=O)(=O)[O-])C